(E)-4-(9-ethyl-8-(pyridin-4-yl)-2-((2-(m-tolyl)hydrazineylidene)methyl)-9H-purin-6-yl)morpholine C(C)N1C2=NC(=NC(=C2N=C1C1=CC=NC=C1)N1CCOCC1)/C=N/NC=1C=C(C=CC1)C